FC1(CCN(CCC1)C1=C(C=C2C=CC=NC2=C1)C(=O)N)F 7-(4,4-difluoroazepan-1-yl)quinoline-6-carboxamide